methyl (S)-2-((((9H-fluoren-9-yl)methoxy)carbonyl)(methyl)amino)-3-(6-fluoropyridin-3-yl)propanoate C1=CC=CC=2C3=CC=CC=C3C(C12)COC(=O)N([C@H](C(=O)OC)CC=1C=NC(=CC1)F)C